3-(2,3-Epoxypropyl)propyltrimethoxysilane C(C1CO1)CCC[Si](OC)(OC)OC